CC1(CC(=CC(=C1N)C)C1=CC=C(N)C(=C1)C)C 3,3,5',5-tetramethylbenzidine